N-(6-(7-chloro-8-methoxy-1-methyl-2-oxo-1,4-dihydro-2H-spiro[pyrido[2,3-B]pyrazin-3,3'-pyrrolidine]-1'-carbonyl)pyridin-3-yl)acrylamide ClC1=C(C2=C(NC3(CN(CC3)C(=O)C3=CC=C(C=N3)NC(C=C)=O)C(N2C)=O)N=C1)OC